2-(2,6-dioxopiperidin-3-yl)-5-((3-(trans-3-(4-(6-(piperidin-4-yl)pyridin-2-yl)-1H-pyrazol-1-yl)cyclobutyl)propyl)amino)isoindoline-1,3-dione O=C1NC(CCC1N1C(C2=CC=C(C=C2C1=O)NCCC[C@@H]1C[C@H](C1)N1N=CC(=C1)C1=NC(=CC=C1)C1CCNCC1)=O)=O